1-amino-3-(hydroxymethyl)cyclobutane-1-carboxylic acid NC1(CC(C1)CO)C(=O)O